t-butylhydroxyanisole CC(C)(C)C1=C(C(=CC=C1)OC)O